Perfluorophenyl 3-hydroxypicolinate OC=1C(=NC=CC1)C(=O)OC1=C(C(=C(C(=C1F)F)F)F)F